α-phenyl-γ-caprolactone C1(=CC=CC=C1)C1C(=O)OC(C1)CC